1,1'-(ethane-1,2-diyldisulfinyl)bis(N,N-diethylmethanamide) C(CS(=O)C(=O)N(CC)CC)S(=O)C(=O)N(CC)CC